2-Fluoro-4-cyclopropyl-6-(piperazin-1-yl)benzonitrile FC1=C(C#N)C(=CC(=C1)C1CC1)N1CCNCC1